(4-cyclohexyl-3-(trifluoromethyl)phenyl)methanol C1(CCCCC1)C1=C(C=C(C=C1)CO)C(F)(F)F